1-(2,3-difluorophenyl)-6-oxo-1,6-dihydropyridine-3-carboxylic acid methyl ester COC(=O)C1=CN(C(C=C1)=O)C1=C(C(=CC=C1)F)F